C(C)OC(C(=O)O)=O Oxalic acid ethyl ester